2,4-dimethyl-3-ethylpentane-1,5-diol CC(CO)C(C(CO)C)CC